N[C@@H]1[C@@H](OCC12CCN(CC2)C=2C(=NC(=C(N2)C)SC=2C(=NC=CC2)C(F)(F)F)CO)C {3-[(3S,4S)-4-amino-3-methyl-2-oxa-8-azaspiro[4.5]decan-8-yl]-5-methyl-6-{[2-(trifluoromethyl)pyridin-3-yl]sulfanyl}pyrazin-2-yl}methanol